O(CCOCCCN(C)C)CCOCCCN(C)C 3,3'-[oxybis(ethyleneoxy)]bis[N,N-dimethylpropylamine]